[C@H]12N(C[C@H](NC1)C2)C=2SC1=C(N2)C=CC(=C1)C(=O)N[C@H]1CCOC2=CC=CC=C12 2-((1R,4R)-2,5-diazabicyclo[2.2.1]-heptan-2-yl)-N-((S)-chroman-4-yl)benzo-[d]thiazole-6-carboxamide